C1=CC=C2C=CC=C3OC=4C(=CC=CC4C1=C23)B(O)O benzo[kl]xanthen-8-ylboronic acid